ClC1=C(C=C(C=C1)F)C1NC(C2=C3C=CC(=NC3=CC(=C21)NC(=O)N2C(C(C1=CC=CC=C21)(C(F)(F)F)O)([2H])[2H])CO)=O N-(3-(2-chloro-5-fluorophenyl)-7-(hydroxymethyl)-1-oxo-2,3-dihydro-1H-pyrrolo[3,4-f]quinolin-4-yl)-3-hydroxy-3-(trifluoromethyl)indole-2,2-d2-1-carboxamide